1-(5-methoxypyridin-2-yl)ethanone COC=1C=CC(=NC1)C(C)=O